(tetrahydro-2H-pyran-2-yl)oxy-6,6a,7,8,9,10-hexahydrobenzo[e]pyrido[1,2-a][1,4]diazepine-5(12H)-carboxylate O1C(CCCC1)OC1=CC=CC=2N(CC3N(CC21)CCCC3)C(=O)[O-]